ClC1=CC=C(C=C1)C1=CC(=NC(=N1)C=1C=NN(C1)C)C(=O)N[C@@H](C)C1=CC(=C(C=C1)O)F (S)-6-(4-chlorophenyl)-N-(1-(3-fluoro-4-hydroxyphenyl)ethyl)-2-(1-methyl-1H-pyrazol-4-yl)pyrimidine-4-formamide